C(#N)C=1C=C(C=CC1)C[C@@H](C(N1CCC(CC1)C1=CC=CC=C1)=O)NC(OC(C)(C)C)=O tert-butyl [(2S)-3-(3-Cyanophenyl)-1-oxo-1-(4-phenylpiperidin-1-yl)propan-2-yl]carbamate